7'-oxo-7',8'-dihydro-6'H-spiro[cyclohexane-1,9'-furo[2,3-f]quinazoline]-2'-carboxamide O=C1NC2=CC=C3C(=C2C2(N1)CCCCC2)OC(=C3)C(=O)N